N-(3-cyano-4,5-dimethoxyphenyl)-4-methylbenzenesulfonamide C(#N)C=1C=C(C=C(C1OC)OC)NS(=O)(=O)C1=CC=C(C=C1)C